2-((1S,2S)-2-aminocyclopentyl)-N-benzyl-5-chloro-3-methylthieno[3,2-b]pyridin-7-amine N[C@@H]1[C@H](CCC1)C1=C(C2=NC(=CC(=C2S1)NCC1=CC=CC=C1)Cl)C